2-(3-(2-cyano-2-(6-methoxy-3H-imidazo[4,5-c]pyridin-2-yl)vinyl)-2,5-dimethyl-1H-pyrrol-1-yl)-5-methylthiophene-3-carboxamide C(#N)C(=CC1=C(N(C(=C1)C)C=1SC(=CC1C(=O)N)C)C)C1=NC2=C(C=NC(=C2)OC)N1